FC(C1=NN(C=C1C(=O)N(OC)C(COC1=CC(=NN1C)C(F)F)C)C)F 3-(difluoromethyl)-N-(1-((3-(difluoromethyl)-1-methyl-1H-pyrazol-5-yl)oxy)propan-2-yl)-N-methoxy-1-methyl-1H-pyrazole-4-carboxamide